NC1=C(C=CC=C1)NC1=NC(=NC=C1C(F)(F)F)NC1CNCCC1 N4-(2-aminophenyl)-N2-(piperidin-3-yl)-5-(trifluoromethyl)pyrimidin-2,4-diamine